C(C(C)C)(=O)OC=1C(=NC=CC1OC)C(NC1(CC1)C1=NOC(=N1)C1=CC=CC=C1)=O 4-methoxy-2-((1-(5-phenyl-1,2,4-oxadiazol-3-yl)cyclopropyl)carbamoyl)pyridin-3-yl isobutyrate